N[C@H]1[C@@H]2N(C[C@H]1CC2)C(=O)C2=CC1=C(N(C(=N1)C=1N(C3=CC(=CC=C3C1)C1=CC=C(C=C1)NC(C)=O)CC1CC1)C)C(=C2)OC N-[4-(2-{5-[(1R,4R,7R)-7-amino-2-azabicyclo[2.2.1]heptane-2-carbonyl]-7-methoxy-1-methyl-1H-1,3-benzodiazol-2-yl}-1-(cyclopropylmethyl)-1H-indol-6-yl)phenyl]acetamide